C(C)O.C(C)O.S(=O)(=O)(OCCCCCCCCCCCC)O lauryl sulfate diethanol salt